C(C)(C)(C)C=1C=CC(=NC1)C(=O)NCC1=C(C=C(C=C1)C1=NC(=NC=C1)NC=1C=NN(C1)C)C 5-(tert-butyl)-N-(2-methyl-4-(2-((1-methyl-1H-pyrazol-4-yl)amino)pyrimidin-4-yl)benzyl)picolinamide